C(C)(=O)C1=NN(C2=CC=C(C=C12)C=1C=NC(=NC1)C(=O)O)CC(=O)N1[C@@H]2C[C@@]2(C[C@H]1C(NC1=NC(=CC=C1C)Br)=O)C 5-(3-acetyl-1-(2-((1R,3S,5R)-3-((6-bromo-3-methylpyridin-2-yl)carbamoyl)-5-methyl-2-azabicyclo[3.1.0]hexan-2-yl)-2-oxoethyl)-1H-indazol-5-yl)pyrimidine-2-carboxylic acid